C(CCCCCCC\C=C/C\C=C/C\C=C/CC)(=O)OCC(COC(CCCCCCC\C=C/C\C=C/CCCCC)=O)COC(NC1CN(C1)CCC(F)(F)F)=O 3-(((9Z,12Z)-octadeca-9,12-dienoyl)oxy)-2-((((1-(3,3,3-trifluoropropyl)azetidin-3-yl)carbamoyl)oxy)methyl)propyl (9Z,12Z,15Z)-octadeca-9,12,15-trienoate